C(CCC)C([SiH](OC1(COC1)C1=CN(C2=CC=CC=C12)C1=NC(=NC=C1Cl)NC1=C(C=C2CCN(CC2=C1)C)OC)C)(CCCC)CCCC N-(4-(3-(3-((tributyldimethylsilyl)oxy)oxetan-3-yl)-1H-indol-1-yl)-5-chloropyrimidin-2-yl)-6-methoxy-2-methyl-1,2,3,4-tetrahydroisoquinolin-7-amine